1-(1-(6-chloropyridin-3-yl)ethyl)-8-oxa-1-azaspiro[4.5]decane ClC1=CC=C(C=N1)C(C)N1CCCC12CCOCC2